cyclohexyl cyclopentanecarboxylate C1(CCCC1)C(=O)OC1CCCCC1